C(CCCCCCCCCCC)(=O)OCC(CCCCCCCC)CCCCCC 2-hexyl-1-decyl laurate